CC1=C(C=C(C=C1C)[N+](=O)[O-])S(=O)(=O)N1CCN(CCC1)C 1-((2,3-dimethyl-5-nitrophenyl)sulfonyl)-4-methyl-1,4-diazepane